C12(CC(C1)C2)NS(=O)(=O)C=2C(=C(N(C2C)C)C(=O)NC2=CC(=C(C=C2)F)C#N)C (N-(bicyclo[1.1.1]pent-1-yl)sulfamoyl)-N-(3-cyano-4-fluorophenyl)-1,3,5-trimethyl-1H-pyrrole-2-carboxamide